1-(4-isopropyl-5-(8-methyl-[1,2,4]triazolo[1,5-a]pyridin-6-yl)-1H-pyrazole-3-carbonyl)piperidine-4-carboxamide C(C)(C)C=1C(=NNC1C=1C=C(C=2N(C1)N=CN2)C)C(=O)N2CCC(CC2)C(=O)N